1-n-heptadecanol C(CCCCCCCCCCCCCCCC)O